8-(5-formylpyridin-3-yl)quinazolin C(=O)C=1C=C(C=NC1)C=1C=CC=C2C=NC=NC12